C1(=CC=C(C=C1)NC1=CC2=CC=C(C=C2C=C1)S(=O)(=O)O)C 2-(p-toluidino)-6-naphthalenesulfonic acid